OCC1CCN(CC1)C(CN1C(=NC2=C3CC[C@@H](NC3=CC=C21)C)CCN2N=CC=C2)=O (7S)-3-{2-[4-(Hydroxymethyl)piperidin-1-yl]-2-oxoethyl}-7-methyl-2-[2-(1H-pyrazol-1-yl)ethyl]-3H,6H,7H,8H,9H-imidazo[4,5-f]chinolin